11-(4-{[(13Z)-1-oxodocos-13-enyl] oxy} butyl)-2-methyl-9-oxo-2,8-diaza-5,10-dioxapentadecan-15-yl (13Z)-docos-13-enoate C(CCCCCCCCCCC\C=C/CCCCCCCC)(=O)OCCCCC(OC(NCCOCCN(C)C)=O)CCCCOC(CCCCCCCCCCC\C=C/CCCCCCCC)=O